5-bromo-6-(cyclopropylmethoxy)pyridinecarboxaldehyde BrC=1C=CC(=NC1OCC1CC1)C=O